(N,N-dimethylacetamide), tetrabutylammonium salt C(CCC)[N+](CCCC)(CCCC)CCCC.CN(C(C)=O)C